6-amino-2-{[(1r,2s)-2-aminocyclohexyl]amino}-5-(2,3-dichlorophenyl)-pyrimidine-4-carboxamide NC1=C(C(=NC(=N1)N[C@H]1[C@H](CCCC1)N)C(=O)N)C1=C(C(=CC=C1)Cl)Cl